ClC=1C=C(C=C(C1)F)N1C=C(C=2C(C(CCC12)(F)F)O)CO (3-chloro-5-fluorophenyl)-5,5-difluoro-3-(hydroxymethyl)-4,5,6,7-tetrahydro-1H-indol-4-ol